4-[4-(4-fluoro-1,3-benzoxazol-2-yl)piperidin-1-yl]-1-methyl-2-oxo-1,2-dihydroquinoline-3-carbonitrile FC1=CC=CC2=C1N=C(O2)C2CCN(CC2)C2=C(C(N(C1=CC=CC=C21)C)=O)C#N